tridecafluoro-1-octyl vinyl ether C(=C)OC(C(C(C(C(CCC(F)(F)F)(F)F)(F)F)(F)F)(F)F)(F)F